CCC/C=C/CC(C)CCC The molecule is an alkene that is (4E)-dec-4-ene with a methyl group at position 7. Metabolite observed in cancer metabolism. It has a role as a human metabolite.